5-trifluoromethyl-1,3-dihydro-benzimidazol-2-one FC(C1=CC2=C(NC(N2)=O)C=C1)(F)F